C(C)(=O)N1CC(CCC1)CNC(CN1C(C2=CC(=CC=C2C1)C1=NC(=NC=C1Cl)NC1CCOCC1)=O)=O N-[(1-acetylpiperidin-3-yl)methyl]-2-(6-{5-chloro-2-[(oxan-4-yl)amino]pyrimidin-4-yl}-1-oxo-2,3-dihydro-1H-isoindol-2-yl)acetamide